NCC1(CCN(CC1)C=1C(=NC(=C(N1)C)C1=C(C(=CC=C1)Cl)Cl)CO)CC1=NC=CN=C1 (3-(4-(aminomethyl)-4-(pyrazin-2-ylmethyl)piperidin-1-yl)-6-(2,3-dichlorophenyl)-5-methylpyrazin-2-yl)methanol